(2R,3S,5R)-5-(2-amino-6-oxo-1,6-dihydro-9H-purin-9-yl)-2-(hydroxymethyl-d2)tetrahydrofuran-3-yl isobutyrate C(C(C)C)(=O)O[C@@H]1[C@H](O[C@H](C1)N1C=2N=C(NC(C2N=C1)=O)N)C([2H])([2H])O